FC1(CCN(CC1)C1=NC(=CC=C1C(C)(C)O)C#C[Si](C)(C)C)F 2-(2-(4,4-difluoropiperidin-1-yl)-6-((trimethylsilyl)ethynyl)pyridin-3-yl)propan-2-ol